FC=1C=2N(C=C(C1C)C1CC(N(C(C1)([2H])[2H])S(=O)(=O)C1=CN=C3SC=CN31)([2H])[2H])N=CN2 5-((4-(8-fluoro-7-methyl-[1,2,4]triazolo[1,5-a]pyridin-6-yl)piperidin-1-yl-2,2,6,6-d4)sulfonyl)imidazo[2,1-b]thiazole